N-(tert-butyl)-2-(5-(trifluoromethyl)-1,2,4-oxadiazol-3-yl)-6,7-dihydrothieno[3,2-c]pyridine-5(4H)-carboxamide C(C)(C)(C)NC(=O)N1CC2=C(CC1)SC(=C2)C2=NOC(=N2)C(F)(F)F